FC=1SC2=C(C1)C[C@@H](CC2)N(C(OC(C)(C)C)=O)C |r| Racemic-tert-butyl N-(2-fluoro-4,5,6,7-tetrahydrobenzothiophen-5-yl)-N-methyl-carbamate